CC1=CC=C(C(=N1)C(=O)N1[C@@H]2[C@@H](C[C@H](C1)CC2)OC2=NC=C(C=C2)C(F)(F)F)N2N=CC=N2 (6-methyl-3-(2H-1,2,3-triazol-2-yl)pyridin-2-yl)((1S,4R,6R)-6-((5-(trifluoromethyl)pyridin-2-yl)oxy)-2-azabicyclo[2.2.2]octan-2-yl)methanone